(R)-4-((dimethyl-amino)methyl)-N'-((1,2,3,5,6,7-hexahydro-s-indacen-4-yl)carbamoyl)-N-methylbenzenesulfonimidamide CN(C)CC1=CC=C(C=C1)[S@](=O)(NC)=NC(NC1=C2CCCC2=CC=2CCCC12)=O